5-Hydroxymethyl-uridine OCC=1C(NC(N([C@H]2[C@H](O)[C@H](O)[C@@H](CO)O2)C1)=O)=O